ClC1=C(C=CC=C1)C1(CCC1)NC(=O)C1=CN(C2=C1C(N(C=C2C)C)=O)C N-(1-(2-chlorophenyl)cyclobutyl)-1,5,7-trimethyl-4-oxo-4,5-dihydro-1H-pyrrolo[3,2-c]pyridine-3-carboxamide